C(CCCCCCCCC\C=C/CCCCCCCC)(=O)OC methyl (Z)-icos-11-enoate